N-(4-(aminomethyl)-3-methylphenyl)-2-(4-isopropylpiperidin-1-yl)pyrimidin-5-amine NCC1=C(C=C(C=C1)NC=1C=NC(=NC1)N1CCC(CC1)C(C)C)C